(5aR,5bS,7aS,8S,10aS,10bR)-2-((2,4-difluorophenyl)amino)-5a,7a-dimethyl-5,5a,5b,6,7,7a,8,9,10,10a,10b,11-dodecahydro-4H-cyclopenta[7,8]phenanthro[2,1-d]thiazol-8-yl acetate C(C)(=O)O[C@H]1CC[C@@H]2[C@@]1(CC[C@@H]1[C@]3(CCC=4N=C(SC4C3=CC[C@@H]21)NC2=C(C=C(C=C2)F)F)C)C